CC(C1=CC=CC=C1)C=1C=C(C=CC1O)C 6-α-methyl-benzyl-p-cresol